(1R,2R,3R)-2-Amino-3-{[(2,3-dihydro-1-benzofuran-4-yl)carbamothioyl]amino}cyclopentyl rac-acetate C(C)(=O)O[C@H]1[C@@H]([C@@H](CC1)NC(NC1=CC=CC2=C1CCO2)=S)N